FC(C(=O)O)(F)F.FS(C1=CC=C(C=C1)N1N=C(C=2C1=NC=CC2)CN)(F)(F)(F)F (1-(4-(pentafluoro-lambda6-sulfanyl)phenyl)-1H-pyrazolo[3,4-b]pyridin-3-yl)methylamine trifluoroacetate salt